ClC=1C=C(C(=NC1)OC1=CC=C(C=C1)C1=NC=CC(=C1)CC(CC(=O)OCC)=O)F ethyl 4-(2-(4-((5-chloro-3-fluoropyridin-2-yl) oxy) phenyl) pyridin-4-yl)-3-oxobutyrate